N-{5-[(2,4-dichloro-5-methoxyphenyl)carbamoyl]-2-methylphenyl}-1-methyl-1H-imidazole-5-carboxamide ClC1=C(C=C(C(=C1)Cl)OC)NC(=O)C=1C=CC(=C(C1)NC(=O)C1=CN=CN1C)C